CC1=C(N=NC(=C1)C=1C(=NC=CC1)C(F)(F)F)NC1C[C@@H]2[C@@H](CN(C2)C([2H])([2H])C2CCOCC2)C1 (3aR,5s,6aS)-N-(4-methyl-6-(2-(trifluoromethyl)pyridin-3-yl)pyridazin-3-yl)-2-((tetrahydro-2H-pyran-4-yl)methyl-d2)octahydrocyclopenta[c]pyrrol-5-amine